C(#N)C1=C(C=C2C=CC(=CC2=C1)/C=C/C(=O)OC(C)(C)C)F tert-butyl (E)-3-(7-cyano-6-fluoronaphthalen-2-yl)acrylate